(3R*,4R*)-1-Cyclohexyl-4-{[5-(2,4-difluoro-phenyl)-isoxazole-3-carbonyl]-amino}-piperidine-3-carboxylic acid (4-methyl-thiazol-5-ylmethyl)-amide CC=1N=CSC1CNC(=O)[C@@H]1CN(CC[C@H]1NC(=O)C1=NOC(=C1)C1=C(C=C(C=C1)F)F)C1CCCCC1 |o1:10,15|